CN(C(=O)C1=COC(=C1)[S@@](=O)(=N)NC(NC1=C2CCCC2=CC=2CCCC12)=O)C1CC(C1)NC(OC(C)(C)C)=O tert-butyl N-[(1r,3r)-3-[N-methyl-5-([[(1,2,3,5,6,7-hexahydro-s-indacen-4-yl)carbamoyl]amino](imino)oxo-lambda6-sulfanyl)furan-3-amido]cyclobutyl]carbamate